(2RS)-{[4-(difluoromethyl)-1-(2-fluorophenyl)-5-(6-fluoropyridin-3-yl)-1H-pyrazol-3-yl]oxy}(methoxy)acetic acid methyl ester COC([C@H](OC)OC1=NN(C(=C1C(F)F)C=1C=NC(=CC1)F)C1=C(C=CC=C1)F)=O |r|